C1(CCCCC1)CC1=NOC(N1C(C)C1=CC=C(C=C1)F)=O 3-(cyclohexylmethyl)-4-[1-(4-fluorophenyl)ethyl]-4,5-dihydro-1,2,4-oxadiazol-5-one